3,4-dichloro-1-ethynylpyrazole ClC1=NN(C=C1Cl)C#C